copper (ii) nitrate dihydrate O.O.[N+](=O)([O-])[O-].[Cu+2].[N+](=O)([O-])[O-]